NC=C(C(=O)NC=1C=CC=C2C(=CNC12)C=1C=NNC1)CC1=CC=CC=C1 3-amino-2-benzyl-N-[3-(1H-pyrazol-4-yl)-1H-indol-7-yl]propenamide